ethyl (2E)-3-[1-(2-hydroxyethyl)-4-methyl-1H-benzotriazol-5-yl]prop-2-enoate OCCN1N=NC2=C1C=CC(=C2C)/C=C/C(=O)OCC